ClC=1C=C(C(=O)O)C=C(C1OC)S(NC1=C(C=C(C(=C1)C1=C(C=CC=C1)C(CCO)C)F)F)(=O)=O 3-chloro-5-[[2,4-difluoro-5-[2-(3-hydroxy-1-methyl-propyl)phenyl]phenyl]sulfamoyl]-4-methoxybenzoic acid